3-(6-methyl-1,2,4,5-tetrazin-3-yl)isoxazole CC1=NN=C(N=N1)C1=NOC=C1